C(C)(C)(C)C1(N(CCN(C1)CC1=CC=CC=C1)C(=O)OC(CN1C=NC=C1)C1=CC(=C(C=C1)F)F)C1=CC=C(C=C1)C(=O)OC 1-(3,4-difluorophenyl)-2-(1H-imidazol-1-yl)ethan-1-ol tert-butyl-4-benzyl-2-(4-(methoxycarbonyl)phenyl)piperazine-1-carboxylate